CC1=CC=NC2=CC(=C(C=C12)NC1=NC=C2N(C(N(C2=N1)C1CCC(CC1)O)=O)C)C 2-((4,7-dimethylquinolin-6-yl)amino)-9-((1r,4r)-4-hydroxycyclohexyl)-7-methyl-7,9-dihydro-8H-purin-8-one